(R)-5-Cyano-N-ethyl-N-(2,2,2-trifluoro-1-(3-methoxyphenyl)ethyl)pyridine-3-sulfonamide C(#N)C=1C=C(C=NC1)S(=O)(=O)N([C@@H](C(F)(F)F)C1=CC(=CC=C1)OC)CC